ClC=1N=C(C2=C(N1)CCNC2)OC=2N=CC=1CCC3=C(C1C2F)NC2=C3C(NCC2C)=O 2-((2-chloro-5,6,7,8-tetrahydropyrido[4,3-d]pyrimidin-4-yl)oxy)-1-fluoro-10-methyl-5,6,8,9,10,11-hexahydro-7H-pyrido[3',4':4,5]pyrrolo[2,3-f]isoquinolin-7-one